IC1=NC=C(C=C1OC)C 2-Iodo-3-methoxy-5-methylpyridine